C(C1=CC=CC=C1)OC[C@H]1C[C@H](NC1=O)C(=O)OC methyl (2s,4r)-4-((benzyloxy) methyl)-5-oxopyrrolidine-2-carboxylate